ClC=1C=CC2=C(N=C(O2)C2CC3(CC(C3)NC(=O)C3=CC(=NC=C3)N(C)CC)C2)C1 N-[6-(5-chloro-1,3-benzoxazol-2-yl)spiro[3.3]heptan-2-yl]-2-[ethyl(methyl)amino]pyridine-4-carboxamide